1-[4-[4-[6-chloro-4-(trifluoromethyl)-2-pyridinyl]piperazin-1-yl]sulfonylphenyl]-4-(2,6-diazaspiro[3.3]heptan-2-yl)pyrrolidin-2-one ClC1=CC(=CC(=N1)N1CCN(CC1)S(=O)(=O)C1=CC=C(C=C1)N1C(CC(C1)N1CC2(C1)CNC2)=O)C(F)(F)F